2,4-difluoro-5-[2-fluoro-5-[[4-fluoro-2-(trifluoromethyl)benzoyl]amino]-4-[rac-(3R)-3,4-dimethylpiperazin-1-yl]phenyl]benzamide FC1=C(C(=O)N)C=C(C(=C1)F)C1=C(C=C(C(=C1)NC(C1=C(C=C(C=C1)F)C(F)(F)F)=O)N1C[C@H](N(CC1)C)C)F |r|